ClC1=CNC2=NC=C(C=C21)C(=O)NC2=CC(=C1C(N(N(C1=C2)C2=CC=CC=C2)C2=CC=CC=C2)=O)S(=O)(=O)C2=CC(=CC=C2)OC 3-chloro-N-{4-[(3-methoxyphenyl)sulfonyl]-3-oxo-1,2-diphenyl-2,3-dihydro-1H-indazol-6-yl}-1H-pyrrolo[2,3-b]Pyridine-5-carboxamide